C(C)(C)(C)OC(=O)N1CCC(CC1)OC1=C(C=NC=C1)C(F)(F)F 4-((3-(trifluoromethyl)pyridin-4-yl)oxy)piperidine-1-carboxylic acid tert-butyl ester